3-Fluoro-5-methoxy-N-methyl-4-(3-(4-(4-methylpiperazin-1-yl)phenyl)-6-oxo-1H-pyrazolo[4,3-c]pyridazin-5(6H)-yl)benzamid FC=1C=C(C(=O)NC)C=C(C1N1N=C2C(=CC1=O)NN=C2C2=CC=C(C=C2)N2CCN(CC2)C)OC